lauryldimethylmethacrylamidopropyl-ammonium chloride [Cl-].C(CCCCCCCCCCC)[N+](CCCNC(C(=C)C)=O)(C)C